2-(3-(but-3-yn-1-yl)-3H-diazirin-3-yl)ethanamine C(CC#C)C1(N=N1)CCN